OCC(C(=O)OC)(NC1=C2C(=NC=C1[N+](=O)[O-])N(C=C2)S(=O)(=O)C2=CC=CC=C2)C methyl 3-hydroxy-2-methyl-2-((5-nitro-1-(benzenesulfonyl)-1H-pyrrolo[2,3-b]pyridin-4-yl)amino)propanoate